3-(3,4,5-trifluorophenyl)-4-(5-(3,5-dimethylisoxazol-4-yl)-1-((trans)-4-methoxycyclohexyl)-1H-benzo[d]imidazol-2-yl)-1,3-oxazinan-2-one FC=1C=C(C=C(C1F)F)N1C(OCCC1C1=NC2=C(N1[C@@H]1CC[C@H](CC1)OC)C=CC(=C2)C=2C(=NOC2C)C)=O